N1CC(OCC1)C=CC(=O)O 3-(morpholin-2-yl)acrylic acid